C(C)OC1=CC(=NN1)NC1=NC(=CN=C1)OC1CCN(CC1)C N-(5-ethoxy-1H-pyrazol-3-yl)-6-((1-methylpiperidin-4-yl)oxy)pyrazin-2-amine